3-(4-cyanophenyl)pyrrolo[1,5-a]Pyridine-6-carboxylic acid C(#N)C1=CC=C(C=C1)C1=CC=C2N1C=C(C=C2)C(=O)O